2,3,4,5,6-pentahydroxyhexanal 4-nitrophenyl-(trans-4-((tert-butoxycarbonyl)amino)cyclohexyl)(5-(2-methoxypyrimidin-5-yl)pyrazin-2-yl)carbamate [N+](=O)([O-])C1=CC=C(C=C1)C=1C(=NC=C(N1)C=1C=NC(=NC1)OC)N(C(O)=O)[C@@H]1CC[C@H](CC1)NC(=O)OC(C)(C)C.OC(C=O)C(C(C(CO)O)O)O